C(C)OC(=O)C=1C(N(N2C1C=CC=C2)CC2=CC=C(C=C2)OC)=O N-(4-methoxybenzyl)-2-oxo-pyrazolo[1,5-a]Pyridine-3-carboxylic acid ethyl ester